C(#N)C1=CC=C(C=C1)CN1CC(N(C(C1)C)C(C(C)C)=O)C(=O)NCC1=CC=C(C=C1)C=1OC=CC1 4-[(4-cyanophenyl)methyl]-N-{[4-(furan-2-yl)phenyl]methyl}-6-methyl-1-(2-methylpropanoyl)piperazine-2-carboxamide